2,4-dibenzyloxy-1-bromo-benzene C(C1=CC=CC=C1)OC1=C(C=CC(=C1)OCC1=CC=CC=C1)Br